C(CCC)N1C(C2=C(C(=C1)C1=NC=C(C=C1OC)C(=O)N1CCOCC1)C=C(N2)C)=O 6-butyl-4-[3-methoxy-5-(morpholine-4-carbonyl)-2-pyridinyl]-2-methyl-1H-pyrrolo[2,3-c]pyridin-7-one